8-(2-((3aS,4R,6aR)-4-(4-chloro-7H-pyrrolo[2,3-d]pyrimidin-7-yl)-2,2-dimethyl-3a,6a-dihydro-4H-cyclopenta[d][1,3]dioxol-6-yl)ethyl)-5-fluoroisoquinoline ClC=1C2=C(N=CN1)N(C=C2)[C@@H]2C=C([C@H]1OC(O[C@H]12)(C)C)CCC=1C=CC(=C2C=CN=CC12)F